tri-n-amyl-phosphine oxide C(CCCC)P(CCCCC)(CCCCC)=O